FC1=C2C=C(C=NC2=CC=C1F)C=O 5,6-Difluoroquinoline-3-carbaldehyde